ethyl (5S)-2-[[(1R)-2,2-difluorocyclopropanecarbonyl]amino]-5-[[5-(difluoromethoxy)-2-methyl-pyrazol-3-yl]iminomethyleneamino]-4,5,6,7-tetrahydrobenzothiophene-3-carboxylate FC1([C@H](C1)C(=O)NC=1SC2=C(C1C(=O)OCC)C[C@H](CC2)N=C=NC=2N(N=C(C2)OC(F)F)C)F